BrC=1C(=NN2C1CC(CC2)(F)F)C2=CC=C(C=C2)F 3-Bromo-5,5-difluoro-2-(4-fluorophenyl)-4,5,6,7-tetrahydropyrazolo[1,5-a]pyridine